(S)-(6-(2-methyl-2H-pyrazolo[3,4-b]pyridin-5-yl)thieno[2,3-b]pyridin-2-yl)(tetrahydro-2H-pyran-4-yl)methanol CN1N=C2N=CC(=CC2=C1)C1=CC=C2C(=N1)SC(=C2)[C@@H](O)C2CCOCC2